butanoic acid dihydrochloride Cl.Cl.C(CCC)(=O)O